C(CCC)C(CN)CCCCCC 2-butyl-n-octan-1-amine